[N+](=O)([O-])C1=C(OCCCC2CN(C2)C(=O)OC(C)(C)C)C=CC(=C1)C(=O)N1CCC(CC1)C1=CC=C(C=C1)OC=1N=NC(=CC1)C(F)(F)F tert-butyl 3-(3-(2-nitro-4-(4-(4-((6-(trifluoromethyl)pyridazin-3-yl)oxy)phenyl)piperidine-1-carbonyl)phenoxy)propyl)azetidine-1-carboxylate